(3-isopropyl-1,2,4-oxadiazol-5-yl)methanone C(C)(C)C1=NOC(=N1)C=O